hexamethylene-bis[3-(3,5-di-t-butyl-4-hydroxyphenyl)propionate] C(C)(C)(C)C=1C=C(C=C(C1O)C(C)(C)C)CC(C(=O)[O-])CCCCCCC(C(=O)[O-])CC1=CC(=C(C(=C1)C(C)(C)C)O)C(C)(C)C